FC=1C=C(C=CC1CN1C(=NC(=C1)CO)C)N1N=C2N(C1=O)C(CC2)C2=CC=CC=C2 2-(3-fluoro-4-((4-(hydroxymethyl)-2-methyl-1H-imidazol-1-yl)methyl)phenyl)-5-phenyl-2,5,6,7-tetrahydro-3H-pyrrolo[2,1-c][1,2,4]triazol-3-one